4-amino-1-cyclohexene-1-boronic acid pinacol ester NC1CC=C(CC1)B1OC(C)(C)C(C)(C)O1